2-(benzo[d][1,3]dioxol-5-yl)-4-chloro-1H-pyrrolo[2,3-b]pyridine O1COC2=C1C=CC(=C2)C2=CC=1C(=NC=CC1Cl)N2